CC1=CC=C(C=C1)S(=O)(=O)NN=CC1=C(C=CC(=C1)OCC=1C=NC=CC1)[N+](=O)[O-] 4-Methyl-N'-(2-nitro-5-(pyridin-3-ylmethoxy)benzylidene)benzenesulfonohydrazide